C(C)(=O)N(C=1C(=C(C(=C(C1I)C(=O)NCC(CO)O)I)C(=O)NCC(CO)O)I)CC(CN(C1=C(C(=C(C(=C1I)C(NCC(CO)O)=O)I)C(NCC(CO)O)=O)I)C(C)=O)O 5-[acetyl-[3-[acetyl-[3,5-bis(2,3-dihydroxypropylcarbamoyl)-2,4,6-triiodo-phenyl]amino]-2-hydroxy-propyl]amino]-N,N'-bis(2,3-dihydroxypropyl)-2,4,6-triiodo-benzene-1,3-dicarboxamide